ethyl 5-amino-2-[6-cyclopropyl-2-(pyrimidin-2-ylamino)-3-pyridyl]-6-[1-tetrahydropyran-2-yl-5-(trideuteriomethyl)indazol-4-yl]pyrimidine-4-carboxylate NC=1C(=NC(=NC1C1=C2C=NN(C2=CC=C1C([2H])([2H])[2H])C1OCCCC1)C=1C(=NC(=CC1)C1CC1)NC1=NC=CC=N1)C(=O)OCC